C12(CC3CC(CC(C1)C3)C2)CCN2CC(N(CC2)CCC)(C)C 3-(4-(2-((3r,5r,7r)-adamantan-1-yl)ethyl)-2,2-dimethylpiperazin-1-yl)propane